CN1CCN(CC1)C(=O)N1CC=2NC(=NC2C1)C1=NC=CC(=C1)C1=C(N=C2COCCN21)C2=NC(=CC=C2)C (4-methylpiperazin-1-yl)(2-(4-(2-(6-methylpyridin-2-yl)-5,6-dihydro-8H-imidazo[2,1-c][1,4]oxazin-3-yl)pyridin-2-yl)-4,6-dihydropyrrolo[3,4-d]imidazol-5(1H)-yl)methanone